CbzTriazole C(=O)(OCC1=CC=CC=C1)C=1N=NNC1